5-hydroxymethyl-2-furancarbonitrile OCC1=CC=C(O1)C#N